C(C)(C)(C)OC(=O)N1CCC(CC1)C1=CC(=C(C=C1)N)C1=CCCCC1 4-(4-Amino-3-cyclohex-1-enyl-phenyl)-piperidine-1-carboxylic acid tert-butyl ester